C(C)(=O)OC1C(C(OC(C1OC(C)=O)COC(C)=O)OC(C)=O)N=C=O acetic acid 4,5-diacetoxy-6-acetoxymethyl-3-isocyanato-tetrahydro-pyran-2-yl ester